vinyl neo-decanoate C(CCCCCC(C)(C)C)(=O)OC=C